FC1=CC=C(C=C1)C(CC)S(=O)(=O)N 4-fluorophenylpropane-1-sulfonamide